(3S,5S,8S,10S,13R,14S,17R)-3-ethyl-l-7-((R)-6-hydroxy-6-methylheptan-2-yl)-10,13-dimethyl-2,3,4,5,6,7,8,10,12,13,14,15,16,17-tetradecahydro-1H-cyclopenta[a]phenanthren-3-ol C(C)[C@@]1(CC[C@@]2(C3=CC[C@]4(CCC[C@H]4[C@@H]3C(C[C@H]2C1)[C@H](C)CCCC(C)(C)O)C)C)O